4-(4-Fluoro-3-chlorophenylamino)-7-propargyloxy-6-aminoquinazoline FC1=C(C=C(C=C1)NC1=NC=NC2=CC(=C(C=C12)N)OCC#C)Cl